3-(((7-bromo-2,3-dihydrofuro[3,2-c]pyridin-4-yl)amino)methyl)-N-(5-methyl-4,5,6,7-tetrahydrothiazolo[5,4-c]pyridin-2-yl)benzamide BrC=1C2=C(C(=NC1)NCC=1C=C(C(=O)NC=3SC=4CN(CCC4N3)C)C=CC1)CCO2